FC1=C(C(=CC=C1OC)N1N=NC(=C1)C)CO [2-Fluoro-3-methoxy-6-(4-methyl-1H-1,2,3-triazol-1-yl)phenyl]methanol